β-estradiol 17-enanthate CCCCCCC(=O)O[C@H]1CC[C@@H]2[C@@]1(CC[C@H]3[C@H]2CCC4=C3C=CC(=C4)O)C